4-(3-bromopropyl)-2-ethyl-4'-(4-pentylcyclohexyl)-1,1'-biphenyl BrCCCC1=CC(=C(C=C1)C1=CC=C(C=C1)C1CCC(CC1)CCCCC)CC